N-[2-(3-bromophenyl)ethyl]-7-chloro-8-fluoro-2-(methylsulfanyl)pyrido[4,3-d]pyrimidin-5-amine BrC=1C=C(C=CC1)CCNC1=NC(=C(C=2N=C(N=CC21)SC)F)Cl